tert-butyl (S)-4-(4-cyano-3-((1-methylpyrrolidin-2-yl)methoxy)-6-(quinolin-4-yl)-5,6,7,8-tetrahydro-2,6-naphthyridin-1-yl)piperazine-1-carboxylate C(#N)C1=C(N=C(C=2CCN(CC12)C1=CC=NC2=CC=CC=C12)N1CCN(CC1)C(=O)OC(C)(C)C)OC[C@H]1N(CCC1)C